C(C=C)(=O)N1C[C@@H](CC1)N1C(N(C=2C=NC=CC21)C2=CC(=C(C=C2)OCC2=NC=CC=C2)Cl)=O (R)-1-(1-acryloylpyrrolidin-3-yl)-3-(3-chloro-4-(pyridin-2-ylmethoxy)phenyl)-1H-imidazo[4,5-c]pyridin-2(3H)-one